2,4,6-trifluorophenylacetic acid FC1=C(C(=CC(=C1)F)F)CC(=O)O